2,5-bis(benzyloxy)-3-(hydroxymethyl)benzaldehyde C(C1=CC=CC=C1)OC1=C(C=O)C=C(C=C1CO)OCC1=CC=CC=C1